[Si](C)(C)(C(C)(C)C)O[C@@H](CCOC(C[C@@H](C)O[Si](C)(C)C(C)(C)C)=O)C [(3R)-3-[tert-butyl (dimethyl)silyl]oxybutyl](3R)-3-[tert-butyl(dimethyl)silyl]oxybutanoate